FC(F)(F)C(C1=CC=CC=C1)=C1C(NC(C(N1)=O)=C([2H])C=1N=CNC1C(C)(C)C)=O 3-(trifluoromethyl-benzylidene)-6-((5-(tert-butyl)-1H-imidazol-4-yl)methylene-d)piperazine-2,5-dione